OCC=1N=C(SC1)C1=NN=C(O1)CC(C)(O)C 1-(5-(4-(hydroxymethyl)thiazol-2-yl)-1,3,4-oxadiazol-2-yl)-2-methylpropan-2-ol